C[C@@H]1N(CC1)C1=NC(=CC(=N1)N1CC2(C1)CC(C2)CC(=O)O)C(F)(F)F (S)-2-(2-(2-(2-Methylazetidin-1-yl)-6-(trifluoromethyl)pyrimidin-4-yl)-2-azaspiro[3.3]heptane-6-yl)acetic acid